N-Benzyl-1,1,2,2-tetrafluorospiro[2.5]octan-6-amine hydrochloride Cl.C(C1=CC=CC=C1)NC1CCC2(C(C2(F)F)(F)F)CC1